CCCC(=C)C(=O)O Propylacrylic acid